FC1=C(C=CC=C1F)CNC(=O)C1CN(C(C1)=O)C(C)C N-[(2,3-difluorophenyl)methyl]-1-isopropyl-5-oxopyrrolidine-3-carboxamid